3,5-difluoro-4,4-dihydroxyl-piperidine FC1CNCC(C1(O)O)F